5-butyramido-2-((5-nitrothiazol-2-yl)carbamoyl)phenylacetate C(CCC)(=O)NC=1C=CC(=C(C1)CC(=O)[O-])C(NC=1SC(=CN1)[N+](=O)[O-])=O